3-(p-tolyl)bicyclo[1.1.1]pentane-1-carbaldehyde C1(=CC=C(C=C1)C12CC(C1)(C2)C=O)C